3-(6-cyclopentyl-5,6,7,8-tetrahydro-1,6-naphthyridin-3-yl)-1H-1,2,4-triazole-3,5-diamine C1(CCCC1)N1CC=2C=C(C=NC2CC1)C1(NNC(=N1)N)N